((1s,3s)-3-hydroxymethylcyclobutyl)carbamic acid tert-butyl ester C(C)(C)(C)OC(NC1CC(C1)CO)=O